(6-((7-fluoroquinolin-4-yl)methoxy)pyridin-2-yl)piperidin FC1=CC=C2C(=CC=NC2=C1)COC1=CC=CC(=N1)N1CCCCC1